CN1N=C(C=C1)C(C(C)O)S(=O)(=O)C1=CC=CC=C1 1-(1-methyl-1H-pyrazol-3-yl)-1-(phenylsulfonyl)propan-2-ol